N-((S)-2-((R)-3-methoxypyrrolidin-1-yl)-2-(1-methyl-1H-indol-3-yl)ethyl)-1H-indole-6-sulfonamide CO[C@H]1CN(CC1)[C@H](CNS(=O)(=O)C1=CC=C2C=CNC2=C1)C1=CN(C2=CC=CC=C12)C